(3S)-1-[1-(phenylsulfonyl)-1H-indol-5-yl]-N-[(3,5-difluorophenyl)methyl]-3-hydroxy-2-oxopyrrolidine-3-carboxamide C1(=CC=CC=C1)S(=O)(=O)N1C=CC2=CC(=CC=C12)N1C([C@](CC1)(C(=O)NCC1=CC(=CC(=C1)F)F)O)=O